N[C@H]1CN(CCC1)C1=NC2=C(N1CC1=CC=C(C=C1)S(=O)(=O)N(C)C)C=CC=C2 (R)-4-((2-(3-aminopiperidin-1-yl)-1H-benzo[d]imidazol-1-yl)methyl)-N,N-dimethylbenzenesulfonamide